FC1=C(OC2=CC3=C(N=C(N=C3)S(=O)(=O)C)N(C2=O)C=2C=NN(C2)C)C=CC(=C1)F 6-(2,4-difluorophenoxy)-8-(1-methyl-1H-pyrazol-4-yl)-2-(methylsulfonyl)pyrido[2,3-d]pyrimidin-7(8H)-one